6-((2,3-dihydroxypropyl)carbamoyl)picolinic acid OC(CNC(=O)C1=CC=CC(=N1)C(=O)O)CO